C(C)(=O)OC1CN(C1)C1=CC=C(C=C1)NC1=C(C(=CC=C1[N+](=O)[O-])Cl)F 1-(4-((3-chloro-2-fluoro-6-nitrophenyl)amino)phenyl)azetidine-3-yl acetate